N-[5-Chloro-4-[2-[(3S)-7-[3-Chloro-2-fluoro-6-(tetrazol-1-yl)phenyl]-5-oxo-2,3,8,8a-tetrahydro-1H-indolizin-3-yl]-1H-imidazol-5-yl]-2-pyridyl]acetamide ClC=1C(=CC(=NC1)NC(C)=O)C1=CN=C(N1)[C@@H]1CCC2CC(=CC(N12)=O)C1=C(C(=CC=C1N1N=NN=C1)Cl)F